[3-(2-ethyl-4-hydroxy-5-methyl-pyrazol-3-yl)-1H-1,2,4-triazol-5-yl]-7-fluoro-3-methyl-pyrrolo[1,2-a]pyrazine-6-carboxamide C(C)N1N=C(C(=C1C1=NNC(=N1)C=1C=2N(C=C(N1)C)C(=C(C2)F)C(=O)N)O)C